(S)-N-(2-(1-(3-ethoxy-4-methoxyphenyl)-2-(methylsulfonyl)ethyl)-1,3-dioxo-2,3-dihydro-1H-pyrrolo[3,4-c]pyridin-7-yl)acetamide C(C)OC=1C=C(C=CC1OC)[C@@H](CS(=O)(=O)C)N1C(C=2C=NC=C(C2C1=O)NC(C)=O)=O